4-(cyclopentylamino)-2-((2-methoxy-4-(methyl-sulfonyl)phenyl)amino)-7H-pyrrolo[2,3-d]pyrimidine-5-carbonitrile C1(CCCC1)NC=1C2=C(N=C(N1)NC1=C(C=C(C=C1)S(=O)(=O)C)OC)NC=C2C#N